ClC1=C(OCC=2C=C(C=CC2)CC2CCN(CC2)CC2=NC3=C(N2CC=2OC=CN2)C=C(C=C3)C(=O)O)C=CC(=C1)Cl 2-{[4-({3-[(2,4-dichlorophenoxy)methyl]phenyl}methyl)piperidin-1-yl]methyl}-1-[(1,3-oxazol-2-yl)methyl]-1H-1,3-benzodiazole-6-carboxylic acid